C(C)(C)N(C(C)=O)CC(NC=1SC2=C(N1)C=CC(=C2)OC(F)(F)F)=O N-isopropyl-N-(2-oxo-2-((6-(trifluoromethoxy)benzo[d]thiazol-2-yl)amino)ethyl)acetamide